(2S,3S)-ethyl 3-((5-fluoro-2-(3-methyl-5-trityl-5H-pyrrolo[2,3-b]pyrazin-7-yl)-6-(thiophen-2-yl)pyrimidin-4-yl)amino)bicyclo[2.2.2]octane-2-carboxylate FC=1C(=NC(=NC1C=1SC=CC1)C1=CN(C2=NC(=CN=C21)C)C(C2=CC=CC=C2)(C2=CC=CC=C2)C2=CC=CC=C2)N[C@@H]2[C@H](C1CCC2CC1)C(=O)OCC